2-fluoro-3-(5-(furan-2-yl)-1,3,4-oxadiazol-2-yl)benzoic acid FC1=C(C(=O)O)C=CC=C1C=1OC(=NN1)C=1OC=CC1